C1=CC=C(C=C1)S(=O)(=O)O para-benzenesulfonic acid